COC=1C=C(C=CC1OC)C(\C=C\C1=NC(=CC=C1)C1=CSC=C1)=O (E)-1-(3,4-dimethoxyphenyl)-3-(6-(thiophen-3-yl)pyridin-2-yl)prop-2-en-1-one